FC=1C=CC2=C(NC(=NS2(=O)=O)NCC2=CC(=CC=C2)F)C1[C@H](C)C=1C=NC(=CC1)C (R)-6-fluoro-3-((3-fluorobenzyl)amino)-5-(1-(6-methylpyridin-3-yl)ethyl)-4H-benzo[e][1,2,4]thiadiazine 1,1-dioxide